anti-phosphocholine P(=O)([O-])(O)OCC[N+](C)(C)C